C(C)OC(COS(=O)(=O)C)=O.CC1=CC=C(N=N1)NC1=CC2=C(N(C=N2)C2=CC=C(C(=N2)C=2C=NN(C2C)CC(F)(F)F)C(C)=O)C=C1 1-[6-[5-[(6-methylpyridazin-3-yl)amino]benzimidazol-1-yl]-2-[5-methyl-1-(2,2,2-trifluoroethyl)pyrazol-4-yl]-3-pyridyl]ethanone ethyl-(methanesulfonyloxy)acetate